ClC1=CC=C2C(=N1)C(OC2=O)(C)C 2-chloro-7,7-dimethylfuro[3,4-b]pyridin-5(7H)-one